CN1CCN(CC1)C1=CC=C(C=C1N)N 6-(4-methylpiperazin-1-yl)benzene-1,3-diamine